1-(1H-indol-3-yl)-5,6,7-trimethoxy-2,3-dihydroquinolin-4(1H)-one N1C=C(C2=CC=CC=C12)N1CCC(C2=C(C(=C(C=C12)OC)OC)OC)=O